FC(C1(CC1)C=1C(=CC(=NC1)C1=CC(=C2C=NC(=NN21)N[C@H]2[C@@H](COCC2)O)F)C)F (3S,4R)-4-((7-(5-(1-(difluoromethyl)cyclopropyl)-4-methylpyridin-2-yl)-5-fluoropyrrolo[2,1-f][1,2,4]triazin-2-yl)amino)tetrahydro-2H-pyran-3-ol